tert-butyl 2-(4-amino-1H-pyrazol-1-yl)-7-azaspiro[3.5]nonane-7-carboxylate NC=1C=NN(C1)C1CC2(C1)CCN(CC2)C(=O)OC(C)(C)C